2-(3,5-Dichloro-4-(4-hydroxy-3-isopropylbenzyl)phenoxy)-N-(2,2-difluoroethyl)-N-methylacetamide ClC=1C=C(OCC(=O)N(C)CC(F)F)C=C(C1CC1=CC(=C(C=C1)O)C(C)C)Cl